6-Chloro-3-[(1R)-1-[3,6-dimethyl-2-(4-methyl-2,3-dihydro-1,4-benzoxazin-7-yl)-4-oxo-chromen-8-yl]ethoxy]-N'-hydroxy-pyridine-2-carboxamidine ClC1=CC=C(C(=N1)C(=NO)N)O[C@H](C)C=1C=C(C=C2C(C(=C(OC12)C1=CC2=C(N(CCO2)C)C=C1)C)=O)C